FC1(CCC(CC1)O\N=C(/C)\C1=CC=C(C=N1)NC(C=C)=O)F (E)-N-(6-(1-(((4,4-difluorocyclohexyl)oxy)imino)ethyl)pyridin-3-yl)acrylamide